5,7,3',4'-Tetrahydroxy-3-methoxy-8,5'-diprenylflavone OC1=C2C(C(=C(OC2=C(C(=C1)O)CC=C(C)C)C1=CC(=C(C(=C1)CC=C(C)C)O)O)OC)=O